N-[4-[4-[3-(2-aminoethoxy)propanoyl]piperazine-1-carbonyl]-3-chloro-phenyl]-5-(2,3-difluoro-4-methoxy-phenyl)-1-methyl-imidazole-2-carboxamide NCCOCCC(=O)N1CCN(CC1)C(=O)C1=C(C=C(C=C1)NC(=O)C=1N(C(=CN1)C1=C(C(=C(C=C1)OC)F)F)C)Cl